(R)-2'-(6-(2-(5-fluoro-2-methoxypyridin-3-yl)pyrrolidin-1-yl)imidazo[1,2-b]pyridazin-3-yl)-[4,4'-bipyridin]-3-ol FC=1C=C(C(=NC1)OC)[C@@H]1N(CCC1)C=1C=CC=2N(N1)C(=CN2)C2=NC=CC(=C2)C2=C(C=NC=C2)O